1-((2R,3R,4S,5R)-5-((bis(4-methoxyphenyl)(phenyl)methoxy)methyl)-3,4-dihydroxytetrahydrofuran-2-yl)-3,4-dihydropyrimidin-2(1H)-one COC1=CC=C(C=C1)C(OC[C@@H]1[C@H]([C@H]([C@@H](O1)N1C(NCC=C1)=O)O)O)(C1=CC=CC=C1)C1=CC=C(C=C1)OC